tert-butyl 4-formyl-[1,4'-bipiperidyl]-1'-carboxylate C(=O)C1CCN(CC1)C1CCN(CC1)C(=O)OC(C)(C)C